(3R,4R)-1-[4-({8-[3-(methanesulfonylmeth-yl)azetidin-1-yl]-5-(propan-2-yl)isoquinolin-3-yl}amino)pyrimidin-2-yl]-4-(2-methoxyethoxy)piperidin-3-ol CS(=O)(=O)CC1CN(C1)C=1C=CC(=C2C=C(N=CC12)NC1=NC(=NC=C1)N1C[C@H]([C@@H](CC1)OCCOC)O)C(C)C